N1(CCC1)CCC=1C=CC(N(C1)C(C(=O)N[C@@H](CC(=O)[O-])C=1C=C(C=CC1)C1=C(C=C(C=C1C)F)C)CC(C)C)=O (3S)-3-(2-(5-(2-(azetidin-1-yl)ethyl)-2-oxopyridin-1(2H)-yl)-4-methylpentanamido)-3-(4'-fluoro-2',6'-dimethyl-[1,1'-biphenyl]-3-yl)propanoate